C(C)(=O)OC(C1=CC(=NC=C1)C(SC)=N)C=1C(=C2C=CNC2=CC1F)Br (4-bromo-6-fluoro-1H-indol-5-yl)(2-(imino(methylthio)methyl)pyridin-4-yl)methyl acetate